tert-butyl (R)-3-iodo-6-methyl-6,7-dihydropyrazolo[1,5-a]pyrazine-5(4H)-carboxylate IC=1C=NN2C1CN([C@@H](C2)C)C(=O)OC(C)(C)C